FC1(CC(C1)[C@@H](C1=CC=2C(=NC(=CC2)C=2C=C3C=CN(C(C3=CC2)=O)C)S1)O)F 6-(2-((S)-(3,3-difluorocyclobutyl)(hydroxy)methyl)thieno[2,3-b]pyridin-6-yl)-2-methyl-1(2H)-isoquinolinone